C(N)(=O)C1=C(C(=C2N(C(CN(S2(=O)=O)CC2=CC=C(C=C2)OC)C(=O)OC)C1=O)C1=CC(=CC=C1)C(F)(F)F)CC1=CC=CC2=CC=CC=C12 methyl 7-carbamoyl-2-(4-methoxybenzyl)-8-(naphthalen-1-ylmethyl)-6-oxo-9-(3-(trifluoromethyl)phenyl)-3,4-dihydro-2H,6H-pyrido[1,2-e][1,2,5]thiadiazine-4-carboxylate 1,1-dioxide